C(=O)NC(CC1=CC=CC=C1)O formamidophenethyl alcohol